N-(3-(2-(cyclopropyldifluoromethyl)-7-(methylthio)-2,3-dihydro-[1,4]dioxino[2,3-c]pyridin-5-yl)-1H-pyrrolo[2,3-c]pyridin-5-yl)acetamide C1(CC1)C(C1OC2=C(C(=NC(=C2)SC)C2=CNC3=CN=C(C=C32)NC(C)=O)OC1)(F)F